methyl-N-(1-(3-(piperidin-1-yl)-1,2,4-thiadiazol-5-yl)Ethylidene)Propanesulfinamide CC(CC)S(=O)N=C(C)C1=NC(=NS1)N1CCCCC1